6-[3-(trifluoromethyl)morpholin-4-yl]-1H-pyridin-2-one 6-[3-(dimethylamino)propyl]-2-methyl-7-oxo-9-{6-[(1-oxotridecyl)oxy]hexyl}-2,6-diaza-8-oxapentadecan-15-yl-tridecanoate CN(CCCN(CCCN(C)C)C(OC(CCCCCCOC(CCCCCCCCCCCC)=O)CCCCCCOC(CCCCCCCCCCCC)=O)=O)C.FC(C1N(CCOC1)C1=CC=CC(N1)=O)(F)F